2-(3-{2-[3-(2-hydroxyphenyl)-5-methylthieno[2,3-c]pyridazin-6-yl]ethynyl}-1,2-oxazol-5-yl)-3-methylbutanoic acid OC1=C(C=CC=C1)C1=CC2=C(N=N1)SC(=C2C)C#CC2=NOC(=C2)C(C(=O)O)C(C)C